C(C)(C)(C)[PH2](C1=CC=C(N(C)C)C=C1)C(C)(C)C 4-di-tert-butylphosphoranyl-N,N-dimethyl-aniline